(E)-1-phenyl-1,3-butadiene C1(=CC=CC=C1)\C=C\C=C